NC([C@H](C(C)C)NC(C(=O)C1=C(C(=C(N1C)C)C(=O)NC1=CC(=C(C=C1)F)C)C)=O)=O (S)-5-(2-((1-amino-3-methyl-1-oxobutan-2-yl)amino)-2-oxoacetyl)-N-(4-fluoro-3-methylphenyl)-1,2,4-trimethyl-1H-pyrrole-3-carboxamide